C(C)(C)(C)C=1C=C(OC2=C(C=C(C=C2)C2C=3C(NC(C2)=O)=NNC3)OC)C=CC1O 4-[4-(3-tert-butyl-4-hydroxyphenoxy)-3-methoxyphenyl]-2H,4H,5H,6H,7H-pyrazolo[3,4-b]pyridin-6-one